ClC1=CC=C(C=C1)CN1CCOC2=C(C1=O)C=C(C=C2)OC2=CC(=NC=C2)C=2C=NN(C2)C 4-[(4-chlorophenyl)methyl]-7-{[2-(1-methylpyrazol-4-yl)-4-pyridyl]oxy}-2,3-dihydro-1,4-benzoxazepin-5-one